C1(=CC=CC=C1)CCCCCCCCCCCCC(=O)O 13-phenyltridecanoic acid